N-(3-bromo-5-(methylsulfonamido)phenyl)-4-(2-hydroxyphenyl)-5-methylthiophene-2-carboxamide BrC=1C=C(C=C(C1)NS(=O)(=O)C)NC(=O)C=1SC(=C(C1)C1=C(C=CC=C1)O)C